COC1=C(C=CC(=C1)C(=O)O)C1=CC=CC=C1 methoxy-4-biphenylcarboxylic acid